C1(=CC=CC=C1)N1C2=CC=CC=C2C=2C=C(C=CC12)C=1C(=C(C=CC1N)C1=CC=C(C=C1)N)C=1C=CC=2N(C3=CC=CC=C3C2C1)C1=CC=CC=C1 bis(9-phenyl-9H-carbazol-3-yl)-[1,1'-biphenyl]-4,4'-diamine